FC=1C=C(C=CC1C1=NC=2C=CNC(C2C(=C1)NC1=NC=C(C=C1)N1CCC(CC1)NC)=O)NC(=O)C1CCCCC1 N-(3-fluoro-4-(4-((5-(4-(methyl-amino)piperidin-1-yl)pyridin-2-yl)amino)-5-oxo-5,6-dihydro-1,6-naphthyridin-2-yl)phenyl)cyclohexanecarboxamide